N-(2-bromo-4,6-difluorobenzyl)-5-fluoro-2-methoxy-N-methylnicotinamide BrC1=C(CN(C(C2=C(N=CC(=C2)F)OC)=O)C)C(=CC(=C1)F)F